tert-butyl 4-[[5-[3-[3-amino-6-(2-benzyloxyphenyl)pyridazin-4-yl]-3,8-diazabicyclo[3.2.1]octan-8-yl]-2-pyridyl]oxy]piperidine-1-carboxylate NC=1N=NC(=CC1N1CC2CCC(C1)N2C=2C=CC(=NC2)OC2CCN(CC2)C(=O)OC(C)(C)C)C2=C(C=CC=C2)OCC2=CC=CC=C2